tert-butyl 5-(7-carbamoyl-3-chloro-5,6-difluoro-2-methyl-1H-indol-4-yl)-3,4-dihydroisoquinoline-2(1H)-carboxylate C(N)(=O)C=1C(=C(C(=C2C(=C(NC12)C)Cl)C1=C2CCN(CC2=CC=C1)C(=O)OC(C)(C)C)F)F